4-[4-ethyl-3-(hydroxymethyl)-5-oxo-4,5-dihydro-1H-1,2,4-triazol-1-yl]-5-fluoro-N-(2-fluoro-6-methylphenyl)-2-{[(2S)-1,1,1-trifluoropropan-2-yl]oxy}benzamide C(C)N1C(=NN(C1=O)C1=CC(=C(C(=O)NC2=C(C=CC=C2C)F)C=C1F)O[C@H](C(F)(F)F)C)CO